(trifluoromethyl)-1,2,3,4-tetrahydroisoquinoline FC(F)(F)C1NCCC2=CC=CC=C12